triazocine (valproate) C(C(CCC)CCC)(=O)O.N1=NN=CC=CC=C1